bisphenylethylene glycol C1(=CC=CC=C1)C(C(C1=CC=CC=C1)O)O